5-(3-methoxyphenyl)-3-methyl-1-phenyl-1H-pyrazol-4-formaldehyde COC=1C=C(C=CC1)C1=C(C(=NN1C1=CC=CC=C1)C)C=O